CC1(CCOS1(=O)=O)C dimethyl-propanesultone